tert-butyl (2R,3S)-2-(3-bromopropyl)-3-((tert-butyldimethylsilyl)oxy)piperidine-1-carboxylate BrCCC[C@H]1N(CCC[C@@H]1O[Si](C)(C)C(C)(C)C)C(=O)OC(C)(C)C